Tert-butyl ((2S,3S)-1-(5-(2-fluoro-4-(4-(2-fluorobenzyl)-5-oxo-4,5-dihydro-1H-1,2,4-triazol-1-yl)phenoxy)-4-methylthiazole-2-carbonyl)-2-methylazetidin-3-yl)carbamate FC1=C(OC2=C(N=C(S2)C(=O)N2[C@H]([C@H](C2)NC(OC(C)(C)C)=O)C)C)C=CC(=C1)N1N=CN(C1=O)CC1=C(C=CC=C1)F